N-(3-fluoro-4-(trifluoromethyl)benzyl)-1-(3-fluorophenyl)-4-phenyl-1H-imidazol-2-amine FC=1C=C(CNC=2N(C=C(N2)C2=CC=CC=C2)C2=CC(=CC=C2)F)C=CC1C(F)(F)F